(1S,3S,5S)-N-((4-carbamimidoyl-5-(trifluoromethyl)thiophen-2-yl)methyl)-5-methyl-2-((4-phenoxybenzoyl)glycyl)-2-azabicyclo[3.1.0]hexane-3-carboxamide C(N)(=N)C=1C=C(SC1C(F)(F)F)CNC(=O)[C@H]1N([C@H]2C[C@]2(C1)C)C(CNC(C1=CC=C(C=C1)OC1=CC=CC=C1)=O)=O